5-(5-(3,4-dichloro-5-(trifluoromethyl)phenyl)-5-(trifluoromethyl)-4,5-dihydroisoxazol-3-yl)-3-methylpyridine-carboxylic acid ClC=1C=C(C=C(C1Cl)C(F)(F)F)C1(CC(=NO1)C=1C=C(C(=NC1)C(=O)O)C)C(F)(F)F